C(C)(C)(C)C1=NC=C(C(=C1)C1=CC(=C(C=C1F)[C@H](C)NC1=NC=CC2=C1CN(C2=O)CC)F)F (S)-4-((1-(4-(2-(tert-butyl)-5-fluoropyridin-4-yl)-2,5-difluorophenyl)ethyl)amino)-2-ethyl-2,3-dihydro-1H-pyrrolo[3,4-c]pyridin-1-one